methyl 3-(2-aminoethyl)-5-bromobenzoate NCCC=1C=C(C(=O)OC)C=C(C1)Br